methyl 4-(2-(2-aminopyridin-3-yl)-1H-imidazo[4,5-b]pyrazin-1-yl)benzoate NC1=NC=CC=C1C1=NC=2C(=NC=CN2)N1C1=CC=C(C(=O)OC)C=C1